N1(CCC1)CC1=C(CNC2=C(C(=C(C(=C2)F)S(=O)(=O)N(C2=NC=NS2)CC2=C(C=C(C=C2)OC)OC)F)Br)C=CC=C1 4-((2-(azetidin-1-ylmethyl)benzyl)amino)-3-bromo-N-(2,4-dimethoxybenzyl)-2,6-difluoro-N-(1,2,4-thiadiazol-5-yl)benzenesulfonamide